CC(C#C)N1C(COCC1)=O (but-3-yn-2-yl)morpholin-3-one